[Si](C)(C)(C(C)(C)C)OC[C@@H]1CN(C[C@H]1OS(=O)(=O)C)C(=O)OC(C)(C)C Tert-butyl (3S,4S)-3-((tert-butyl(dimethyl)silyl)oxymethyl)-4-methylsulfonyloxy-pyrrolidine-1-carboxylate